5-(1-(p-tolyl)cyclopropyl)pyridazin-3-amine C1(=CC=C(C=C1)C1(CC1)C=1C=C(N=NC1)N)C